ethyl 7-bromo-4-tert-butyl-6-chloropyrrolo[1,2-b]pyridazine-3-carboxylate BrC1=C(C=C2N1N=CC(=C2C(C)(C)C)C(=O)OCC)Cl